(S)-2-amino-N-(3-ethyl-5-methyl-1-(m-tolyl)-1H-indazol-6-yl)-3-hydroxypropanamide hydrochloride Cl.N[C@H](C(=O)NC1=C(C=C2C(=NN(C2=C1)C=1C=C(C=CC1)C)CC)C)CO